ethylene glycol di(4-hydroxyphenyl) ether OC1=CC=C(C=C1)OCCOC1=CC=C(C=C1)O